C1(=CC=CC=C1)S(=O)(=O)C(NC(OC(C)(C)C)=O)C1=C(C=CC=C1)F tert-butyl N-[benzenesulfonyl-(2-fluorophenyl)methyl]carbamate